5-(chloromethyl)-3-((1R,5S,6r)-3-(5-methylpyridin-2-yl)-3-azabicyclo[3.1.0]hexane-6-yl)-1,2,4-oxadiazole ClCC1=NC(=NO1)C1[C@H]2CN(C[C@@H]12)C1=NC=C(C=C1)C